N(=O)[Fe] nitroso-iron